Copper-rhenium [Re].[Cu]